FC1=C(C=C(C[C@@H](C(=O)NO)CCCCN[C@@H](C(C)C)C2=NC=C(C=C2)F)C=C1C)C (S)-2-(4-fluoro-3,5-dimethylbenzyl)-6-(((S)-1-(5-fluoropyridin-2-yl)-2-methylpropyl)amino)-N-hydroxyhexanamide